NC1=C2C(=NC=N1)N(N=C2C2=CC=C(CNC(C1=C(C=CC(=C1)F)OC)=O)C=C2)CC2N(CCN(C2)C)C(=O)N2N=CN=C2 N-(4-(4-amino-1-((4-methyl-1-(1H-1,2,4-triazole-1-carbonyl)piperazin-2-yl)methyl)-1H-pyrazolo[3,4-d]pyrimidin-3-yl)benzyl)-5-fluoro-2-methoxybenzamide